(R)-(4-(3-cyclohexyl-7-fluoro-6-methyl-2-oxoindolin-3-yl)phenyl)boronic acid C1(CCCCC1)[C@@]1(C(NC2=C(C(=CC=C12)C)F)=O)C1=CC=C(C=C1)B(O)O